(S)-1-[2-(6-Methoxymethylbenzo[d]isoxazol-3-yl)phenyl]-2-(pyridine-2-yl)ethan-1-amine COCC1=CC2=C(C(=NO2)C2=C(C=CC=C2)[C@H](CC2=NC=CC=C2)N)C=C1